C(C)(=O)C1(CC=2C(CCCC2CC1C)(C)C)C 2-acetyl-1,2,3,4,5,6,7,8-octahydro-2,3,8,8-tetra-methylnaphthalene